(1S,2R,3R,4R,5S)-4-((3-chloro-1,2,4-thiadiazol-5-yl)amino)-1-(hydroxymethyl)-6,8-dioxabicyclo[3.2.1]octane-2,3-diol ClC1=NSC(=N1)N[C@@H]1[C@H]([C@H]([C@@]2(CO[C@H]1O2)CO)O)O